ClCC(CC1=CC=CC=C1)[Si](O[Si](C)(C)C)(O[Si](C)(C)C)O[Si](C)(C)C chloromethylphenethyl-tris(trimethylsiloxy)silane